C1=CC(=C(C=C1/C=C\\C(=O)OC(C(CC(=O)[O-])C(=O)[O-])C(=O)[O-])O)O The molecule is tricarboxylate anion of 2-caffeoylisocitric acid; major species at pH 7.3. It is a conjugate base of a 2-caffeoylisocitric acid.